NC1=CC=C(C=C1)NC1=CC(=CC=C1)NC1=CC=C(C=C1)N N,N'-bis(p-aminophenyl)m-phenylenediamine